C(=O)O.ClC1=C(C(=O)N2CCN(CC2)C(=O)NCC2(CCNCC2)O)C=CC(=C1)NC(=O)C=1N(C(=CN1)C=1C(=NN(C1)C1CC1)C(F)(F)F)C 4-(2-chloro-4-(5-(1-cyclopropyl-3-(trifluoromethyl)-1H-pyrazol-4-yl)-1-methyl-1H-imidazole-2-carboxamido)benzoyl)-N-((4-hydroxypiperidin-4-yl)methyl)piperazine-1-carboxamide formate